NC1=CC2=C(CCCN(C2)C(CO)=O)C=C1 1-(8-amino-1,3,4,5-tetrahydro-2-benzazepin-2-yl)-2-hydroxyethanone